FC1=C(C=CC=C1)S(=O)(=O)NC=1C(=NC=C(C1)C=1C=C2C(=NC=NC2=CC1)N1CCC2(CN(C2)C(C=CC(C)=O)=O)CC1)OC fluoro-N-(2-methoxy-5-(4-(2-(4-oxopent-2-enoyl)-2,7-diazaspiro[3.5]non-7-yl)quinazolin-6-yl)pyridin-3-yl)benzenesulfonamide